(S)-2-amino-N-(5-chloro-3-fluoropyridin-2-yl)-3-hydroxy-N-methylpropanamide N[C@H](C(=O)N(C)C1=NC=C(C=C1F)Cl)CO